trityl-6,7-dihydro-5H-pyrazolo[5,1-b][1,3]oxazine C(C1=CC=CC=C1)(C1=CC=CC=C1)(C1=CC=CC=C1)C1=NN2C(OCCC2)=C1